CN1N=CC(=C1)NC1CC(C1)NC(OC(C)(C)C)=O tert-butyl N-{3-[(1-methyl-1H-pyrazol-4-yl)amino]cyclobutyl}carbamate